ethyl 1-(6-(tert-butylthio)-7-methoxyimidazo[1,2-a]pyridin-3-yl)-1H-pyrazole-4-carboxylate C(C)(C)(C)SC=1C(=CC=2N(C1)C(=CN2)N2N=CC(=C2)C(=O)OCC)OC